C(=O)(OCC1C2=CC=CC=C2C2=CC=CC=C12)N1CCC2(CC(N(C2)C(=O)OCC2=CC=CC=C2)C(=O)O)CC1 8-Fmoc-2-benzyloxycarbonyl-2,8-diazaspiro[4.5]decane-3-carboxylic acid